ClC=1C=CC(=C(C1)C1=CC(N(C=C1OC)C(C(=O)NC1=CC=C(C=C1)P(=O)(C)C)CC1=CC=CC=C1)=O)N1N=NC(=C1)Cl 2-(4-(5-Chloro-2-(4-chloro-1H-1,2,3-triazol-1-yl)phenyl)-5-methoxy-2-oxopyridin-1(2H)-yl)-N-(4-(dimethylphosphoryl)phenyl)-3-phenylpropionamide